methyl N-[4,5-difluoro-2-[[(1S)-3-(methylamino)-2,3-dioxo-1-[[(3S)-2-oxopyrrolidin-3-yl]methyl]propyl]carbamoyl] phenyl]carbamate FC1=CC(=C(C=C1F)NC(OC)=O)C(N[C@H](C(C(=O)NC)=O)C[C@H]1C(NCC1)=O)=O